C(C)(C)(C)C1=CC=C(C=C1)C=1N=CN2C1C=CC(=C2)C(=O)OCC ethyl 1-(4-(tert-butyl)phenyl)imidazo[1,5-a]pyridine-6-carboxylate